3-bromo-2-methyl-6-(trifluoromethyl)pyridine BrC=1C(=NC(=CC1)C(F)(F)F)C